(1R,3S)-3-(3-{[(3,5-difluorophenyl)acetyl]-amino}-1H-pyrazol-5-yl)-cyclopentyl propan-2-yl-carbamate CC(C)NC(O[C@H]1C[C@H](CC1)C1=CC(=NN1)NC(CC1=CC(=CC(=C1)F)F)=O)=O